3,4-difluoro-2-deuteromethoxyphenol FC=1C(=C(C=CC1F)O)OC[2H]